C1(CCCC1)C=1OC2=C(N1)C=CC(=C2)OC\C(\CN)=C\F (E)-2-(((2-cyclopentylbenzo[d]-oxazol-6-yl)oxy)-methyl)-3-fluoro-prop-2-en-1-amine